COC=1C=C(C=C(C1)B1OC(C(O1)(C)C)(C)C)N1CCN(CC1)C(=O)OC(C)(C)C tert-butyl 4-(3-methoxy-5-(4,4,5,5-tetramethyl-1,3,2-dioxaborolan-2-yl)phenyl)piperazine-1-carboxylate